(1R,2S,4S)-2-(hydroxymethyl)-5-methoxy-2-(methoxymethyl)-5-methylquinuclidin-3-one OC[C@]1(N2CC([C@@H](C1=O)CC2)(C)OC)COC